[2H]C(OC1=NNC=C1)(C1C(C1(C)C)(C)C)[2H] 3-[dideuterio-(2,2,3,3-tetramethylcyclopropyl)methoxy]-1H-pyrazole